(6-bromo-2-pyridyl)oxetan-3-ol BrC1=CC=CC(=N1)C1OCC1O